ClCC1=CC(=NC=C1)C(=O)NC1=CC=C(C=C1)C1=CC2=C(N=CN=C2C2CCOCC2)N1 4-(Chloromethyl)-N-(4-(4-(tetrahydro-2H-pyran-4-yl)-7H-pyrrolo[2,3-d]pyrimidin-6-yl)phenyl)picolinamide